FC(OC1C(OC2=NC=C(C=C21)C(=O)NC2=NC(=CC=C2)C=2C=NN(C2)C)(C)C)F (Difluoromethoxy)-2,2-dimethyl-N-(6-(1-methyl-1H-pyrazol-4-yl)pyridin-2-yl)-2,3-dihydrofuro[2,3-b]pyridine-5-carboxamide